1-[3-(1-hydroxyethyl)-6-[5-[(6-methylpyridazin-3-yl)amino]benzimidazol-1-yl]-2-pyridinyl]-3-methyl-azetidin-3-carbonitrile OC(C)C=1C(=NC(=CC1)N1C=NC2=C1C=CC(=C2)NC=2N=NC(=CC2)C)N2CC(C2)(C#N)C